COC(=O)C1=C(C2=C(N(N=N2)C2=C(C(=CC(=C2)F)F)F)C=C1)C(C)C 4-isopropyl-1-(2,3,5-trifluorophenyl)-1H-benzo[d][1,2,3]triazole-5-carboxylic acid methyl ester